CN(C1=CC=C(C=C1)F)C(C=[N+]=[N-])=O N-methyl-diazoacetyl-para-fluoroaniline